C(C(=C)C)(=O)OCC1(COC1)C 3-(methacryloyloxymethyl)-3-methyl-oxetane